N-{4-[4-(2-methoxyphenyl)piperazinyl]Butyl}-benzothiazolin-2-one-6-carboxamide COC1=C(C=CC=C1)N1CCN(CC1)CCCCNC(=O)C1=CC2=C(NC(S2)=O)C=C1